[Cl-].[Cl-].C(CCCCCCCC)(O)O nonanediol dichloride